6-((6-cyanopyridin-2-yl)amino)-4-((2-methoxy-3-(1-methyl-1H-1,2,4-triazole-3-yl)phenyl)amino)N-(methyl-d3)pyridazine-3-carboxamide C(#N)C1=CC=CC(=N1)NC1=CC(=C(N=N1)C(=O)NC([2H])([2H])[2H])NC1=C(C(=CC=C1)C1=NN(C=N1)C)OC